FC(C1=NN=C(S1)N1N=CC2=C(C=C(C=C12)S(NC1(CC1)C)(=O)=O)N1C[C@H](N([C@@H](C1)C)C(=O)OC(C)(C)C)C)F tert-butyl (2R,6R)-4-(1-(5-(difluoromethyl)-1,3,4-thiadiazol-2-yl)-6-(N-(1-methylcyclopropyl)sulfamoyl)-1H-indazol-4-yl)-2,6-dimethylpiperazine-1-carboxylate